[C@H]12CN(C[C@H](CC1)N2)C2=NC(=NC1=C(C(=CC=C21)C2=CC(=CC1=CC=CC=C21)O)F)N2CC(C2)(O)C(CO)=O 1-(1-(4-((1R,5S)-3,8-diazabicyclo[3.2.1]octan-3-yl)-8-fluoro-7-(3-hydroxynaphthalen-1-yl)quinazolin-2-yl)-3-hydroxyazetidin-3-yl)-2-hydroxyethan-1-one